Ethyl 4-bromo-7-methoxy-1H-pyrrolo[2,3-c]pyridine-2-carboxylate BrC1=C2C(=C(N=C1)OC)NC(=C2)C(=O)OCC